FC(CNC(CO)C1=CN=CO1)F 2-[(2,2-Difluoroethyl)amino]-2-(1,3-oxazol-5-yl)ethanol